2-(4-{[(1-methylpiperidin-4-yl)methyl]amino}pyrido[3,4-d]pyridazin-1-yl)-5-(trifluoromethyl)phenol formate C(=O)OC1=C(C=CC(=C1)C(F)(F)F)C1=C2C(=C(N=N1)NCC1CCN(CC1)C)C=NC=C2